(1R,2S,5S)-3-(2,2-diphenylacetyl)-8-(3-phenylpropionyl)-3,8-diazabicyclo[3.2.1]octane-2-carboxylic acid C1(=CC=CC=C1)C(C(=O)N1[C@@H]([C@H]2CC[C@@H](C1)N2C(CCC2=CC=CC=C2)=O)C(=O)O)C2=CC=CC=C2